N1C(CC2C1=CC=CO2)=O pyranopyrrolidone